3-((4-isopropylphenyl)amino)-5-(1H-pyrazol-1-yl)-4H-benzo[e][1,2,4]thiadiazine 1,1-dioxide C(C)(C)C1=CC=C(C=C1)NC1=NS(C2=C(N1)C(=CC=C2)N2N=CC=C2)(=O)=O